ruthenium (triphenylphosphine) chloride hydride [H-].[Cl-].C1(=CC=CC=C1)P(C1=CC=CC=C1)C1=CC=CC=C1.[Ru+2]